2,2,2-trifluoro-N-(3-methyl-pyrazine-2-ylmethyl)-acetamide FC(C(=O)NCC1=NC=CN=C1C)(F)F